2-(pyridine-2-yl)imidazo[1,2-a]pyridine N1=C(C=CC=C1)C=1N=C2N(C=CC=C2)C1